(4,5-dihydro-1H-imidazol-2-yl)-4-indenamine N1C(=NCC1)C1C=CC=2C(=CC=CC12)N